N4-(2,3-dimethyl-1H-indol-5-yl)-N2-[2-(5-methoxy-1H-indol-3-yl)ethyl]pyrimidine-2,4-diamine CC=1NC2=CC=C(C=C2C1C)NC1=NC(=NC=C1)NCCC1=CNC2=CC=C(C=C12)OC